BrC1=CC=C(C2=NN(N=C21)CC(CCCC)CC)Br 4,7-dibromo-2-(2-ethylhexyl)-2H-benzo[d][1,2,3]triazol